BrC1=CC(=CC(=N1)N[C@H]1C[C@H](N(C1)C(=O)OC(C)(C)C)C(=O)OC)CO[Si](C)(C)C(C)(C)C O1-tert-butyl O2-methyl (2S,4S)-4-[[6-bromo-4-[[tert-butyl(dimethyl)silyl]oxymethyl]-2-pyridyl]amino]pyrrolidine-1,2-dicarboxylate